C(C1=CC=CC=C1)C1(CCC(CC1)(C(=O)N)CC1=CC=CC=C1)C(=O)N dibenzylcyclohexane-1,4-dicarboxamide